[6-(3-cyclopropyl-1H-1,2,4-triazol-5-yl)-2-azaspiro[3.3]heptan-2-yl]-[6-[1-methyl-3-(trifluoromethyl)pyrazol-4-yl]oxy-2-azaspiro[3.3]heptan-2-yl]methanone C1(CC1)C1=NNC(=N1)C1CC2(CN(C2)C(=O)N2CC3(C2)CC(C3)OC=3C(=NN(C3)C)C(F)(F)F)C1